2,4-difluoro-N-(5-(4-(2-(2-fluoroacryloyl)-2,6-diazaspiro[3.4]octan-6-yl)quinazolin-6-yl)-2-methoxy-pyridin-3-yl)benzene-sulfonamide FC1=C(C=CC(=C1)F)S(=O)(=O)NC=1C(=NC=C(C1)C=1C=C2C(=NC=NC2=CC1)N1CC2(CN(C2)C(C(=C)F)=O)CC1)OC